(3R)-3-(4-chlorophenyl)-2-[(5-chloropyridin-2-yl)methyl]-4-fluoro-6-[1-hydroxy-1-(1-methyl-1H-pyrazol-4-yl)ethyl]-3-[(3S)-oxocyclopent-3-yloxy]-2,3-dihydro-1H-isoindol-1-one ClC1=CC=C(C=C1)[C@@]1(N(C(C2=CC(=CC(=C12)F)C(C)(C=1C=NN(C1)C)O)=O)CC1=NC=C(C=C1)Cl)O[C@@H]1CC(CC1)=O